[Si](C)(C)(C(C)(C)C)OCC(CC1(N(CC[C@H]1O)C(=O)OC(C)(C)C)C(=O)OC)=C 1-(t-butyl) 2-methyl (3R)-2-(2-(((t-butyldimethylsilyl)oxy)methyl)allyl)-3-hydroxylpyrrolidin-1,2-dicarboxylate